FC(OC1=CC=CC2=CC=CC(=C12)B(O)O)F 1-(DIFLUOROMETHOXY)NAPHTHALENE-8-BORONIC ACID